FC1([C@](C1)(C)C=1NC=C(N1)CC1=CC=NC=C1)F (S)-4-((2-(2,2-Difluoro-1-methylcyclopropyl)-1H-imidazol-4-yl)methyl)pyridine